6-fluoro-4-vinyl-isoquinoline FC=1C=C2C(=CN=CC2=CC1)C=C